C(N)(OC(C)(C)Cl)=O Chloroisopropyl carbamate